(prop-1-yn-1-yl)tetrahydro-2H-pyran C(#CC)C1OCCCC1